FC1(CCN(CCC1)C1=C(C(=O)NC2=CC(=CC=C2)S(N)(=O)=O)C=C(C=N1)C(F)(F)F)F 2-(4,4-difluoroazepan-1-yl)-N-(3-sulfamoyl-phenyl)-5-(trifluoro-methyl)nicotinamide